BrC1=CC=2N=C(N=C(C2N=C1C(F)(F)F)O[C@H]1CN(CC1)C(=O)OC(C)(C)C)OC[C@]12CCCN2C[C@@H](C1)F tert-butyl (R)-3-((7-bromo-2-(((2R,7aS)-2-fluorotetrahydro-1H-pyrrolizin-7a(5H)-yl)methoxy)-6-(trifluoromethyl)pyrido[3,2-d]pyrimidin-4-yl)oxy)pyrrolidine-1-carboxylate